ethanol, sodium salt [Na].C(C)O